N1,N3-dimethyl-N1-(piperidin-4-yl)-N3-(1H-tetrazol-5-yl)-bicyclo[1.1.1]pentane-1,3-dicarboxamide CN(C(=O)C12CC(C1)(C2)C(=O)N(C2=NN=NN2)C)C2CCNCC2